(S)-5-(aminomethyl)-2-pyrrolidinone hydrochloride salt Cl.NC[C@@H]1CCC(N1)=O